5-(((3S,4R)-1-(tert-butoxycarbonyl)-4-fluoropyrrolidin-3-yl)amino)-2-methylbenzoic acid C(C)(C)(C)OC(=O)N1C[C@@H]([C@@H](C1)F)NC=1C=CC(=C(C(=O)O)C1)C